N(=[N+]=[N-])C1=CC=C(OCCOCCOCCOCCNC(CCCC[C@@H]2SC[C@@H]3NC(N[C@@H]32)=O)=O)C=C1 N-(2-(2-(2-(2-(4-azidophenoxy)ethoxy)ethoxy)ethoxy)ethyl)-5-((3aS,4S,6aR)-2-oxohexahydro-1H-thieno[3,4-d]imidazol-4-yl)pentanamide